{[4-({5-[(5-chloropyridin-2-yl)oxy]-4-methylpyridin-3-yl}methyl)-3-fluoropyridin-2-yl]sulfamoyl}(methyl)amine ClC=1C=CC(=NC1)OC=1C(=C(C=NC1)CC1=C(C(=NC=C1)NS(=O)(=O)NC)F)C